(R)-4-(2-(3-(ethoxymethyl)-1-(2-(pyridin-2-yl)propan-2-yl)pyrrolidin-3-yl)ethyl)benzonitrile C(C)OC[C@]1(CN(CC1)C(C)(C)C1=NC=CC=C1)CCC1=CC=C(C#N)C=C1